2-[6-amino-5-[8-[2-[3-(4-piperidinyloxy)cyclobutoxy]-4-pyridinyl]-3,8-diazabicyclo[3.2.1]octan-3-yl]pyridazin-3-yl]phenol dihydrochloride Cl.Cl.NC1=C(C=C(N=N1)C1=C(C=CC=C1)O)N1CC2CCC(C1)N2C2=CC(=NC=C2)OC2CC(C2)OC2CCNCC2